((2-(3-((tert-Butoxycarbonyl)(6-methoxy-3-nitropyridin-2-yl)amino)-propyl)-3,4-difluorophenyl)amino)-4-chloro-5-fluoro-benzoic acid methyl ester COC(C1=C(C=C(C(=C1)F)Cl)NC1=C(C(=C(C=C1)F)F)CCCN(C1=NC(=CC=C1[N+](=O)[O-])OC)C(=O)OC(C)(C)C)=O